ClC=1C=C2CN(C3(C2=CC1)CCC(CC3)(C(=O)O)NC3=CC(=CC=C3)Cl)C[C@H](COC3=CC=NC=1CCC[C@H](C31)C)C (1s,4S)-5'-chloro-4-(3-chloroanilino)-2'-[(2R)-2-methyl-3-{[(5R)-5-methyl-5,6,7,8-tetrahydroquinolin-4-yl]oxy}propyl]-2',3'-dihydrospiro[cyclohexane-1,1'-isoindole]-4-carboxylic acid